FC1=NC=C(C=C1)C=1C=CC=2C3=C(N(C2C1)C)C=CN=C3 2-fluoro-5-[5-methylpyrido[4,3-b]indol-7-yl]pyridine